[I-].S1SC(CC1)CCCCC(=O)OCC[N+](C)(C)C 2-((5-(1,2-dithiolan-3-yl)pentanoyl)oxy)-N,N,N-trimethylethan-1-aminium Iodide